The molecule is a hydroxy monocarboxylic acid anion that is obtained by removal of a proton from the carboxyl group of 2-O-(alpha-D-glucopyranosyl)-D-glyceric acid. It is a hydroxy monocarboxylic acid anion and an alpha-D-glucoside. It is a conjugate base of a 2-O-(alpha-D-glucopyranosyl)-D-glyceric acid. C([C@@H]1[C@H]([C@@H]([C@H]([C@H](O1)O[C@H](CO)C(=O)[O-])O)O)O)O